ClC(SN(C1=CC=C(C=C1)C)S(=O)(=O)N(C)C)(F)Cl 1,1-dichloro-N-((dimethylamino)-sulfonyl)-1-fluoro-N-(4-methylphenyl)-methanesulfenamide